6-hydroxy-3-hexynylhexoxymethyl ether OCCCC(CCOCOCOCCC(CCCO)C#CCCCC)C#CCCCC